C1(CC1)C1=NC=NC(=C1C=1N=CC2=C(N1)C(=C(N2)COC)CC2=CC=C(C=C2)C=2N(C=C(N2)C(F)(F)F)C)OC 2-(4-cyclopropyl-6-methoxy-pyrimidin-5-yl)-6-(methoxymethyl)-7-[[4-[1-methyl-4-(trifluoromethyl)imidazol-2-yl]phenyl]methyl]-5H-pyrrolo[3,2-d]pyrimidine